COC1=C(C(=CC=C1)[N+](=O)[O-])O 2-methoxy-6-nitro-phenol